CC1=CC=C(C(=O)NCC=2C=NN(C2)C)C=C1 4-methyl-N-((1-methyl-1H-pyrazol-4-yl)methyl)benzamide